Cl.Cl.C1(CC1)[C@H]1CN(CCN1)C=1N=NC(=CN1)C1=C(C=C(C=C1)C1=NC=NC(=C1)OC([2H])([2H])[2H])O 2-{3-[(3S)-3-cyclopropylpiperazin-1-yl]-1,2,4-triazin-6-yl}-5-{6-[(2H3)methyloxy]pyrimidin-4-yl}phenol dihydrochloride